4-hydroxy-N-((1R,2R)-2-hydroxy-3-methyl-1-(4-(4-methylthiazol-5-yl)phenyl)butyl)pyrrolidine-2-carboxamide OC1CC(NC1)C(=O)N[C@@H]([C@@H](C(C)C)O)C1=CC=C(C=C1)C1=C(N=CS1)C